3-[4-(3-chloro-4-methoxy-benzylamino)-2-(2-hydroxymethyl-pyrrolidin-1-yl)-pyrimidin-5-yl]-3-oxo-propionic acid ethyl ester C(C)OC(CC(=O)C=1C(=NC(=NC1)N1C(CCC1)CO)NCC1=CC(=C(C=C1)OC)Cl)=O